C(C1=CC=CC=C1)OC(=O)N[C@H](C(=O)N[C@H](C(=O)N[C@@H](CCC(=O)OC(C)(C)C)C(=O)OC)CC(=O)OC(C)(C)C)CC1=CC2=CC=CC=C2C=C1 5-(tert-Butyl) 1-methyl ((S)-2-((S)-2-(((benzyloxy)carbonyl)amino)-3-(naphthalen-2-yl)propanamido)-4-(tert-butoxy)-4-oxobutanoyl)-L-glutamate